FC=1C=C(C=C(C1)F)N1C=C(C=2C(C(CCC12)(F)F)=O)C(F)(F)F 1-(3,5-difluorophenyl)-5,5-difluoro-3-(trifluoromethyl)-1,5,6,7-tetrahydro-4H-indol-4-one